2-(2-chlorophenoxy)-5-propoxyquinolin-6-amine ClC1=C(OC2=NC3=CC=C(C(=C3C=C2)OCCC)N)C=CC=C1